C(C)(C)N1CCN(CC1)CCNC=1C=NC2=CC=C(C=C2C1)C1=C(N=C2N1C=CC=C2)C2=NC(=CC=C2)C N-[2-(4-isopropylpiperazin-1-yl)ethyl]-6-[2-(6-methyl-2-pyridyl)imidazo[1,2-a]pyridin-3-yl]quinolin-3-amine